C(#N)C(CNC=1C(=CC=C2C=CC(=CC12)C1=CC=CC(=N1)C(=O)NC1CCN(CC1)CCOC)OCC)=C 6-{8-[(2-cyano-2-methylideneethyl)amino]-7-ethoxynaphthalen-2-yl}-N-[1-(2-methoxyethyl)piperidin-4-yl]pyridine-2-carboxamide